[3-[1-(2,6-dioxo-3-piperidinyl)-3-methyl-2-oxo-benzimidazol-5-yl]azetidin-1-yl]piperidine-1-carboxylic acid tert-butyl ester C(C)(C)(C)OC(=O)N1C(CCCC1)N1CC(C1)C1=CC2=C(N(C(N2C)=O)C2C(NC(CC2)=O)=O)C=C1